(4-(2-(dimethylamino)ethyl)piperazin-1-yl)-5-methylnicotinaldehyde CN(CCN1CCN(CC1)C1=C(C=O)C=C(C=N1)C)C